7-(7-bromo-2-chloro-6,8-difluoroquinazolin-4-yl)-1,3,7-triazaspiro[4.5]decane BrC1=C(C=C2C(=NC(=NC2=C1F)Cl)N1CC2(CNCN2)CCC1)F